FC(C1=C(C=C2CCCNC2=C1)C1CCN(CC1)C(=O)O)F 4-(7-difluoromethyl-1,2,3,4-tetrahydroquinolin-6-yl)-piperidine-1-carboxylic acid